(Z)-3-(2-chlorophenyl)-2-(5-chloro-2-fluorophenyl)acrylonitrile ClC1=C(C=CC=C1)\C=C(/C#N)\C1=C(C=CC(=C1)Cl)F